[Na].ClOCC1=CC=CC=C1 O-chlorophenyl-hydroxymethane sodium